FC1=C(\C=N\NC(=O)C2=NC(=CN=C2)C=2C=C3C(=NC2)N=CN3)C=C(C=C1)OC (E)-N'-(2-fluoro-5-methoxybenzylidene)-6-(1H-imidazo[4,5-b]pyridin-6-yl)pyrazine-2-carbohydrazide